6-bromo-2-methyl-quinazoline-4-carboxylic acid sodium salt [Na+].BrC=1C=C2C(=NC(=NC2=CC1)C)C(=O)[O-]